4-(1,1-difluoro-2-methoxyethyl)-4-hydroxycyclohexan-1-one oxime FC(COC)(F)C1(CCC(CC1)=NO)O